(S)-quinuclidin-3-yl (7-(benzofuran-2-yl)chroman-4-yl)carbamate O1C(=CC2=C1C=CC=C2)C2=CC=C1C(CCOC1=C2)NC(O[C@@H]2CN1CCC2CC1)=O